1-allyl-3-hexadecylimidazolium bromide [Br-].C(C=C)N1C=[N+](C=C1)CCCCCCCCCCCCCCCC